methyl 3-(6-(4-methoxyphenyl)-1-((2-(trimethylsilyl)ethoxy)methyl)-1H-benzo[d]imidazol-2-yl)-1-((2-(trimethylsilyl)ethoxy) methyl)-1H-indazole-5-carboxylate COC1=CC=C(C=C1)C=1C=CC2=C(N(C(=N2)C2=NN(C3=CC=C(C=C23)C(=O)OC)COCC[Si](C)(C)C)COCC[Si](C)(C)C)C1